(R)-7-fluoro-2-methyl-5-(1-((2-(methylsulfonyl)phenyl)amino)ethyl)-3-(4-(2,2,2-trifluoroethyl)piperazin-1-yl)isoquinolin-1(2H)-one FC1=CC(=C2C=C(N(C(C2=C1)=O)C)N1CCN(CC1)CC(F)(F)F)[C@@H](C)NC1=C(C=CC=C1)S(=O)(=O)C